Cl.C(=O)(O)CCC=1C(=C(PC1)CCC(=O)O)CCC(=O)O TRIS(2-carboxyethyl)phosphole hydrochloride